C(C)OC(=O)C1(CC(=NO1)C1=C(C=C(C(=C1)N1C(=NC(=CC1=O)C(F)(F)F)OC)F)Cl)C 3-[2-chloro-4-fluoro-5-[2-methoxy-6-oxo-4-(trifluoromethyl)pyrimidin-1-yl]phenyl]-5-methyl-4H-isoxazole-5-carboxylic acid ethyl ester